CC1=NOC(=C1CN1N=CC(=C1)N1C(N(CC1=O)CC1=CC(=CC=C1)O)=O)C (1-((3,5-dimethylisoxazol-4-yl)methyl)-1H-pyrazol-4-yl)-1-(3-hydroxybenzyl)imidazolidine-2,4-dione